C1(CCCCC1)O anti-cyclohexanol